[N+](=O)([O-])C1=CC=C(C=C1)C(C1=C(C=CC(=C1)[N+](=O)[O-])C)C1=C(C=CC(=C1)[N+](=O)[O-])C 2,2'-((4-nitrophenyl)methylene)bis(1-methyl-4-nitrobenzene)